C(CC)OC1=CC=C(C=C1)CC(C(=O)O)N1CCN(CCN(CCN(CC1)CC(=O)O)CC(=O)O)CC(=O)O 3-(4-propoxyphenyl)-2-[4,7,10-tris(carboxymethyl)-1,4,7,10-tetraazacyclododecan-1-yl]propionic acid